BrCC(=O)C=1OC2=C(C1)C=CC(=C2)C(F)(F)F 2-bromo-1-(6-(trifluoromethyl)benzofuran-2-yl)ethan-1-one